1-(trifluoromethyl)cyclopropanecarbohydrazide FC(C1(CC1)C(=O)NN)(F)F